C(=O)(O)CN1C=NC=C1 3-carboxymethylimidazole